4-chloro-3-iodo-2-methyl-1H-pyrrolo[2,3-b]pyridine ClC1=C2C(=NC=C1)NC(=C2I)C